NCCCCC(C(=O)O)N1CCN2CCCN(CCN(CCC1)CC2)CP(=O)(O)O 6-amino-2-(11-phosphonomethyl-1,4,8,11-tetraaza-bicyclo[6.6.2]hexadecan-4-yl)-hexanoic acid